C(C)(=O)OC[C@@H]1[C@H]([C@@H]([C@H]([C@H](O1)O[C@H]1[C@@H](OCCCCCN(C(=O)OCC2=CC=CC=C2)CC2=CC=CC=C2)O[C@@H]([C@H]([C@@H]1OC(C1=CC=CC=C1)=O)OCC1=CC=CC=C1)COC(C)=O)OCC1=CC=CC=C1)O)OCC1=CC=CC=C1 N-benzyl-N-benzyloxycarbonyl-5-aminopentyl 6-O-acetyl-2,4-di-O-benzyl-alpha-D-glucopyranosyl-(1->2)-6-O-acetyl-4-O-benzyl-3-O-benzoyl-alpha-D-glucopyranoside